C(C)(C)N1C(N(C(C=C1)=O)C1=CC=CC=C1)=O 1-isopropyl-2,4-dioxo-3-phenyl-1,2,3,4-tetrahydropyrimidine